ClC(OC1=CC=C(C=C1)NC(C1=CN=C(C(=C1)C1=CC=NN1)N1CCC(CC1)N1CCNCC1)=O)(F)F N-(4-(chlorodifluoromethoxy)phenyl)-6-(4-(piperazin-1-yl)piperidin-1-yl)-5-(1H-pyrazol-5-yl)nicotinamide